1-(trans-4-aminocyclohexyl)-1-(5-(2-methoxypyrimidin-5-yl)pyridin-2-yl)-3-(pyridin-2-ylmethyl)urea N[C@@H]1CC[C@H](CC1)N(C(=O)NCC1=NC=CC=C1)C1=NC=C(C=C1)C=1C=NC(=NC1)OC